ClC=1C=CC(=C(C1)C1=CC(=CN=N1)NC1=CC=NC2=CC(=CC=C12)OCCN1CCN(CC1)CCNC(C)=O)F N-[2-(4-{2-[(4-{[6-(5-chloro-2-fluorophenyl)pyridazin-4-yl]amino}quinolin-7-yl)oxy]-ethyl}piperazin-1-yl)ethyl]-acetamide